(6Ar,10aR)-3-tert-butyl-6,6,9-trimethyl-6a,7,10,10a-tetrahydrobenzo[c]chromen-1-ol C(C)(C)(C)C=1C=C(C=2[C@H]3[C@H](C(OC2C1)(C)C)CC=C(C3)C)O